N2,4-dimethyl-N-((R)-2-methyl-3-oxo-3-(((S)-11-oxo-2,3,10,11-tetrahydro-1H,5H-benzo[d]pyrazolo[1,2-a][1,2]diazepin-10-yl)amino)propyl)thiazole-2,5-dicarboxamide CN(C(=O)C=1SC(=C(N1)C)C(=O)N)C[C@H](C(N[C@H]1C2=C(CN3N(C1=O)CCC3)C=CC=C2)=O)C